3-benzothienylalanine S1C=C(C2=C1C=CC=C2)N[C@@H](C)C(=O)O